4-(4-(tert-butyl)phenyl)-1,4-oxathian-4-ium triflate [O-]S(=O)(=O)C(F)(F)F.C(C)(C)(C)C1=CC=C(C=C1)[S+]1CCOCC1